O1[C@H](COCC1)CN1N=C2C3=C(CC(C2=C1)(C)C)OC(=C3C(F)(F)F)C(=O)O 2-{[(2S)-1,4-dioxan-2-yl]methyl}-4,4-dimethyl-8-(trifluoromethyl)-4,5-dihydro-2H-furo[2,3-g]indazole-7-carboxylic acid